BrC=1C=C2C(CNC(C2=CC1)=O)C(F)(F)F 6-bromo-4-(trifluoromethyl)-3,4-dihydroisoquinolinone